CC1C(=NOC1CC1=CC=CC=C1)[C@H](C(C)C)NC(=O)C1=NC=CC2=CC=CC=C12 Methyl-5-benzyl-3-((S)-1-(isoquinoline-1-carboxamido)-2-methylpropyl)-4,5-dihydroisoxazole